[I-].FC(C12CC(C1)(C2)[Zn+])(F)F (3-(trifluoromethyl)bicyclo[1.1.1]pentan-1-yl)zinc(II) iodide